C(C)(C)(C)OC(=O)N1CC(CC=C1C=1C=C2CCC(NC2=CC1)=O)C 3-Methyl-6-(2-oxo-1,2,3,4-tetrahydroquinolin-6-yl)-3,4-dihydropyridine-1(2H)-carboxylic acid tert-butyl ester